CC(CNCC(C)C)C di(2-methylpropyl)amine